COC1=CC=C(C2=C1NC(=N2)NC(=O)NCC=2SC=CN2)C2CCOCC2 1-[7-Methoxy-4-(tetrahydro-pyran-4-yl)-1H-benzoimidazol-2-yl]-3-thiazol-2-ylmethyl-urea